(2-benzyloxyethyl)-2,2-dimethyl-4-(3-methyl-2-oxo-1,3-benzoxazol-6-yl)piperazine-1-carboxamide C(C1=CC=CC=C1)OCCC1C(N(CCN1C1=CC2=C(N(C(O2)=O)C)C=C1)C(=O)N)(C)C